C(C)(=O)C=1C(NC2=CC(=CC=C2C1C)N1CCOCC1)=O 3-acetyl-4-methyl-7-morpholinoquinolin-2(1H)-one